2-methoxy-4-(2,2,2-trifluoro-1-morpholinylethyl)aniline COC1=C(N)C=CC(=C1)C(C(F)(F)F)N1CCOCC1